FC(C(=O)O)(F)F.N1CC(C1)CC(=O)OCC ethyl 2-(azetidin-3-yl)acetate 2,2,2-trifluoroacetate